(2-(6-(2-ethyl-5-fluoro-4-hydroxyphenyl)-1H-indazol-3-yl)-4,6-dihydropyrrolo[3,4-d]imidazol-5(1H)-yl)(1-methyl-1H-pyrazol-4-yl)methanone C(C)C1=C(C=C(C(=C1)O)F)C1=CC=C2C(=NNC2=C1)C1=NC2=C(N1)CN(C2)C(=O)C=2C=NN(C2)C